19-Triacontenoic acid C(CCCCCCCCCCCCCCCCCC=CCCCCCCCCCC)(=O)O